(2-aminoethoxy)[(2R)-2-[(9Z)-hexadec-9-enoyloxy]-3-(hexadecanoyloxy)propoxy]phosphinic acid NCCOP(O)(=O)OC[C@@H](COC(CCCCCCCCCCCCCCC)=O)OC(CCCCCCC\C=C/CCCCCC)=O